7-chloro-8-fluoro-4-hydroxy-1H-pyrido[4,3-d]pyrimidine-2-thione ClC1=C(C=2NC(N=C(C2C=N1)O)=S)F